4-(3-methyl-4-methylsulfonyl-phenyl)-3-(oxetan-3-yl)-1H-pyrazolo[4,3-c]pyridine CC=1C=C(C=CC1S(=O)(=O)C)C1=NC=CC2=C1C(=NN2)C2COC2